4-Amino-1-((2S,3S)-4-bromo-5-chloro-6-fluoro-3-methyl-2-phenyl-2,3-dihydrobenzofuran-2-yl)butan-1-d NCCCC([2H])[C@@]1(OC2=C([C@@H]1C)C(=C(C(=C2)F)Cl)Br)C2=CC=CC=C2